7-chloro-4-((methyl-d3)amino)-3-nitro-1-phenylquinolin-2(1H)-one ClC1=CC=C2C(=C(C(N(C2=C1)C1=CC=CC=C1)=O)[N+](=O)[O-])NC([2H])([2H])[2H]